N1=C(C=CC=C1C(C)=NN)C(C)=NN 1,1'-(2,6-pyridindiyl)bis[ethanone]-1,1'-dihydrazone